C(C)(C)N1OC(C2C1C(CC(C2)C)C)(C)C 1-isopropyl-3,3,5,7-tetramethyloctahydrobenzo[c]isoxazol